C(C)C(CP(O)(=O)CC(CCCC)CC)CCCC di(2-ethylhexyl)phosphinic acid